C1(CC1)CN1C(=NC2=C1C=CC=C2)C2CCN(CC2)C(=O)C=2C=CC=C1C(=NN(C21)C)C2=C(C=CC=C2)F (4-(1-(cyclopropylmethyl)-1H-benzo[d]imidazol-2-yl)piperidin-1-yl)(3-(2-fluorophenyl)-1-methyl-1H-indazol-7-yl)methanone